N=1N=C(NC1)C1CCN(CC1)S(=O)(=O)C1=CC=C(N)C=C1 4-((4-(4H-1,2,4-triazole-3-yl)piperidine-1-yl)sulfonyl)aniline